((1-(isopropylamino)cyclopentyl)methyl)benzamide C(C)(C)NC1(CCCC1)CC1=C(C(=O)N)C=CC=C1